NC(C)(C)C1=C(C=CC=C1)NC1=NC(=NC=C1Cl)Cl N-[2-(1-Amino-1-methyl-ethyl)phenyl]-2,5-dichloro-pyrimidin-4-amine